C(C1=CC=CC=C1)OC=1C(=C2CC(CC2=C(C1)OC)C(=O)[O-])C1OCCO1.[Li+] Lithium 5-(benzyloxy)-4-(1,3-dioxolan-2-yl)-7-methoxy-2,3-dihydro-1H-indene-2-carboxylate